2-(3,5-difluoro-4-((2-(trifluoromethyl)pyridin-4-yl)oxy)phenyl)ethan-1-ol methyl-4-amino-1-(4-cyanophenyl)-2-oxo-7-(trifluoromethyl)-1,2-dihydroquinoline-3-carboxylate CC1=C2C(=C(C(N(C2=CC(=C1)C(F)(F)F)C1=CC=C(C=C1)C#N)=O)C(=O)OCCC1=CC(=C(C(=C1)F)OC1=CC(=NC=C1)C(F)(F)F)F)N